butyl 2-(4-(((benzyloxy)carbonyl)amino)piperidin-1-yl)-7-azaspiro[3.5]nonane-7-carboxylate C(C1=CC=CC=C1)OC(=O)NC1CCN(CC1)C1CC2(C1)CCN(CC2)C(=O)OCCCC